Cl.Cl.C(C1=CC=CC=C1)N1C[C@@H]([C@@H](CC1)C)NC (3R,4R)-1-benzyl-N,4-dimethylpiperidine-3-amine dihydrochloride